6-((1R,2R)-2-(3-fluoropyridin-2-yl)cyclobutyl)-4-oxo-1-((R)-1-(6-(trifluoromethyl)pyridin-3-yl)ethyl)-4,5-dihydro-1H-pyrazolo[3,4-d]pyrimidine-3-carbonitrile FC=1C(=NC=CC1)[C@H]1[C@@H](CC1)C=1NC(C2=C(N1)N(N=C2C#N)[C@H](C)C=2C=NC(=CC2)C(F)(F)F)=O